C(C)OC(C(CCOCC1=CC=CC=C1)(F)F)=O 4-(benzyloxy)-2,2-difluorobutanoic acid ethyl ester